OC(CCC1C2(OCCO2)CCCC1)C(=C)C 6-(3-hydroxy-4-methylpent-4-enyl)-1,4-dioxaspiro(4.5)decane